ONC(=O)C=1CCN(CC1)S(=O)(=O)C1=CC=C(C=C1)C1=CC=C(C=C1)CNCCN(C)C N-hydroxyl-1-((4'-(((2-(dimethylamino)ethyl)amino)methyl)-[1,1'-biphenyl]-4-yl)sulfonyl)-1,2,3,6-tetrahydropyridine-4-formamide